4,4-dimethyl-3-isoxazolidone CC1(C(NOC1)=O)C